OC1=C(C(/C=C/C2=CC=C(C=C2)O)=O)C=CC(=C1)O 2',4,4'-trihydroxychalcone